N,N,2-trimethyl-7-(2-methylpyrrolidin-1-yl)pyrido[2,3-d]pyrimidine-6-carboxamide CN(C(=O)C1=CC2=C(N=C(N=C2)C)N=C1N1C(CCC1)C)C